CC=1OC2=C(C1C=1C(N(N=C(C1O)C)C)=O)C=C(C=C2)C 4-(2,5-dimethyl-3-benzofuranyl)-5-hydroxy-2,6-dimethyl-3(2H)-pyridazinone